(RS)-3-Ethyl 5-methyl 2,6-dimethyl-4-(m-nitrophenyl)-1,4-dihydropyridine-3,5-dicarboxylate CC=1NC(=C([C@H](C1C(=O)OCC)C1=CC(=CC=C1)[N+](=O)[O-])C(=O)OC)C |r|